3-Fluoro-1H-pyrrole-2-carboxylic acid FC1=C(NC=C1)C(=O)O